N-(2-quinolylmethyl)-N'-(2-pyridinylmethyl)-N-(6,7,8,9-tetrahydro-5H-cyclohepta[b]pyridin-9-yl)-1,4-benzenedimethanamine N1=C(C=CC2=CC=CC=C12)CN(CC1=CC=C(C=C1)CNCC1=NC=CC=C1)C1CCCCC=2C1=NC=CC2